lead-barium-lanthanum-zirconium-tin [Sn].[Zr].[La].[Ba].[Pb]